C(C)OC(=O)C1CC(=CCC1)C1=CN=C(C2=CN=C(C=C12)NC(=O)C1CC1)NC 3-(6-(cyclopropanecarboxamido)-1-(methylamino)-2,7-naphthyridin-4-yl)cyclohex-3-ene-1-carboxylic acid ethyl ester